3-[4-(2,6-dibenzyloxy-3-pyridyl)phenyl]-3-azaspiro[5.5]undecan-9-one C(C1=CC=CC=C1)OC1=NC(=CC=C1C1=CC=C(C=C1)N1CCC2(CC1)CCC(CC2)=O)OCC2=CC=CC=C2